F[C@]1(CN(CC[C@@H]1O)C1=NC=CC(=N1)NC=1N=CC2=C(C=CC(=C2C1)C(C)C)N1[C@@H]([C@H](C1)CS(=O)(=O)C)C)C (3S,4S)-3-fluoro-1-[4-({8-[(2R,3S)-3-(methanesulfonylmeth-yl)-2-methylazetidin-1-yl]-5-(propan-2-yl)isoquinolin-3-yl}amino)pyrimidin-2-yl]-3-methylpiperidin-4-ol